6-oxabicyclo[3.2.1]oct-3-en-7-one C12CC=CC(OC1=O)C2